2-(2,6-dioxopiperidin-3-yl)-5-(2-(4-((1-(2-(isoquinolin-6-ylamino)-5-methylpyridin-4-yl)azetidin-3-yl)oxy)piperidin-1-yl)ethoxy)isoindoline-1,3-dione O=C1NC(CCC1N1C(C2=CC=C(C=C2C1=O)OCCN1CCC(CC1)OC1CN(C1)C1=CC(=NC=C1C)NC=1C=C2C=CN=CC2=CC1)=O)=O